COC(=O)C1=C(SC2=C1C=CC(=C2Cl)O)N(CC2=CC=CC1=CC=CC=C21)C(C)=O 2-[acetyl-(1-naphthylmethyl)amino]-7-chloro-6-hydroxy-1-benzothiophene-3-carboxylic acid methyl ester